N-(1-(3-Chloro-2-fluorophenyl)ethyl)-2-methylpropane-2-sulfinamide ClC=1C(=C(C=CC1)C(C)NS(=O)C(C)(C)C)F